CC1(OC[C@H](O1)CC=1C=C(C=CC1)[C@](C(=O)OCC1=CC=CC=C1)(CCCC(CS(=O)(=O)CCO)(C)C)C)C Benzyl (R)-2-(3-(((R)-2,2-dimethyl-1,3-dioxolan-4-yl)methyl)phenyl)-7-((2-hydroxyethyl)sulfonyl)-2,6,6-trimethylheptanoate